4-acetamido-3-hydroxy-N,N-dimethyl-5-nitrobenzamide C(C)(=O)NC1=C(C=C(C(=O)N(C)C)C=C1[N+](=O)[O-])O